1-(6-nitropyridin-3-yl)piperidin [N+](=O)([O-])C1=CC=C(C=N1)N1CCCCC1